2-(4-((2-acetamidothiazol-5-yl)methyl)piperazin-1-yl)-N-(quinolin-6-yl)acetamide C(C)(=O)NC=1SC(=CN1)CN1CCN(CC1)CC(=O)NC=1C=C2C=CC=NC2=CC1